OC=1C=C(OC2C(NC(CC2)=O)=O)C=CC1 3-(3-hydroxyphenoxy)piperidine-2,6-dione